CNC(CC(CCCCCCC\C=C/CCCCCCCC)CCCCCCCCC)=O (Z)-N-methyl-3-nonylicos-11-enamide